S1CN(C=C1)N thiazol-3-amine